[N-](S(=O)(=O)C(F)(F)F)S(=O)(=O)C(F)(F)F.C(C)C1=NC=CN1C ethyl-3-methylimidazole bis(trifluoromethanesulfonyl)imide salt